C(C1CO1)OS(=O)(=O)C1=CC=C(C)C=C1.CN1C(=NC2=C(C=C(C=C2C1=O)C)[C@@H](C)NC1=C(C=CC=C1)NS(=O)(=O)C)N1CCOCC1 N-[2-[[(1R)-1-(3,6-dimethyl-2-morpholino-4-oxo-quinazolin-8-yl)ethyl]amino]phenyl]methanesulfonamide (2R)-(-)-Glycidyl-p-toluenesulfonate